OC1=CC(=NC=C1)C(=O)N[C@@H]1C(N(C2=C(OC1)C=CC(=C2)C#CC(C)(C)O)C)=O (S)-4-hydroxy-N-(7-(3-hydroxy-3-methylbut-1-yn-1-yl)-5-methyl-4-oxo-2,3,4,5-tetrahydrobenzo[b][1,4]oxazepin-3-yl)picolinamide